(±)-(1R,2S,4S)-2-(tert-Butyl)-7-azabicyclo[2.2.1]heptan-2-ol Hydrochloride Cl.C(C)(C)(C)[C@@]1([C@H]2CC[C@@H](C1)N2)O |r|